CC(CNS(O)(=O)=O)C1=CC=CC=C1 N-(β-methylphenethyl)amidosulfuric acid